Cl.CC1(OB(OC1(C)C)C=1C=C2CCNCC2=CC1)C 6-(4,4,5,5-Tetramethyl-1,3,2-dioxaborolan-2-yl)-1,2,3,4-tetrahydroisoquinoline hydrochloride